BrC1=CC=C(C=C1)C(CC(=O)OCC)=O 1-(4-bromophenyl)-3-ethoxy-1,3-dioxopropan